ClC=1C=C(C=CC1C(=O)N1CCN(CC1)C(=O)C1CCNCC1)NC(=O)C=1N(C(=CN1)C=1C(=NN(C1)C1=NC=C(C=C1)OCCOC)C(F)(F)F)C N-[3-chloro-4-[4-(piperidine-4-carbonyl)piperazine-1-carbonyl]phenyl]-5-[1-[5-(2-methoxyethoxy)-2-pyridyl]-3-(trifluoromethyl)pyrazol-4-yl]-1-methylimidazole-2-carboxamide